O=C1NC(CCC1N1C(C2=CC=CC(=C2C1=O)OCC=1N=NN(C1)C1CCNCC1)=O)=O 2-(2,6-dioxo-3-piperidyl)-4-[[1-(4-piperidyl)triazol-4-yl]methoxy]isoindoline-1,3-dione